4-(2-bromophenyl)-2-chloro-1,3-oxazole BrC1=C(C=CC=C1)C=1N=C(OC1)Cl